2-decyltetradecyltetradecanoate C(CCCCCCCCC)C(COC(CCCCCCCCCCCCC)=O)CCCCCCCCCCCC